CCCCCCCCCCCCCCCCCC/C=C\OC[C@H](COP(=O)(O)OC[C@@H](C(=O)O)N)OC(=O)CCCCCCCCC/C=C\CCCCCCCC 1-(1Z-eicosenyl)-2-(11Z-eicosenoyl)-glycero-3-phosphoserine